BrC=1C(=NC=NC1)NC1=CC(=C(C=C1)OC1=CC2=C(N(C=N2)C)C=C1)C 5-((4-((5-bromopyrimidin-4-yl)amino)-2-methylphenyl)oxy)-1-methyl-1H-benzimidazole